C1(=CC=CC=C1)N(C=1C2=CC=CC=C2C=2C=CC=CC2C1)C1=CC=C(C=C1)C1=CC=C(C=C1)C=1C(=CC=C(C1)C1=CC=CC=C1)C1=CC=CC=C1 N-phenyl-N-(4'-phenyl-[1,1':2',1'':4'',1'''-quaterphenyl]-4'''-yl)phenanthrene-9-amine